C(N)(O)=O.SCC(=O)NC1=CC=CC=C1 mercaptoacetanilide carbamate